octacosenoic acid CCCCCCCCCCCCCCCCCCCCCCCCC/C=C/C(=O)O